C1(CCC1)NC1=NC(=NC=C1C(=O)NC1=C(C=CC=C1OC)OC)NC1=CC=C(C=C1)N1CCN(CC1)C 4-(cyclobutylamino)-N-(2,6-dimethoxyphenyl)-2-((4-(4-methylpiperazin-1-yl)phenyl)amino)pyrimidine-5-carboxamide